Tert-butyl 6-((1-(3-chloro-4-(2-chloroethoxy)-5-cyanophenyl)-1H-indol-5-yl) methyl)-2,6-diazaspiro[3.3]heptane-2-carboxylate ClC=1C=C(C=C(C1OCCCl)C#N)N1C=CC2=CC(=CC=C12)CN1CC2(CN(C2)C(=O)OC(C)(C)C)C1